sodium [3,5-bis(trifluoromethyl)phenyl]borate FC(C=1C=C(C=C(C1)C(F)(F)F)OB([O-])[O-])(F)F.[Na+].[Na+]